(3-fluoropyridin-4-yl)(3-((2-(trimethylsilyl)ethoxy)methyl)imidazol-4-yl)methanol FC=1C=NC=CC1C(O)C=1N(C=NC1)COCC[Si](C)(C)C